2,3,6,7-tetrahydro-9-(trifluoromethyl)-1H,5H,11H-[1]benzopyrano(6,7,8-ij)quinolizin-11-one FC(C1=CC(OC=2C1=CC=1CCCN3CCCC2C13)=O)(F)F